FC1=C(C=CC=2N=C(SC2)NC(OC(C)(C)C)=O)C=CC(=C1)OC tert-butyl (4-(2-fluoro-4-methoxystyryl)thiazol-2-yl)carbamate